(+/-)-4-(1,4-oxazepan-3-yl)indolin-2-one O1C[C@H](NCCC1)C1=C2CC(NC2=CC=C1)=O |r|